ClC=1SC=CC1SC=1N=C2C(=NC1)NC(=N2)N2CCC(CC2)(N)C 1-(5-((2-chlorothiophen-3-yl)thio)-1H-imidazo[4,5-b]pyrazin-2-yl)-4-methylpiperidin-4-amine